C(CC(C)C)[C@@H]1N(S(OC1)=O)C(=O)OC(C)(C)C tert-butyl (4S)-4-isopentyl-2-oxo-oxathiazolidine-3-carboxylate